1-dimethylmethoxysilyl-6-bis(dimethylamino)methylsilylhexane C[Si](CCCCCC[SiH2]C(N(C)C)N(C)C)(OC)C